NC1=CC(=C2O[C@@H](CCCCC[C@](C3=NN=C(C1=N2)O3)(O)C(F)(F)F)C)C(F)F (6R,12R)-17-amino-15-(difluoromethyl)-12-methyl-6-(trifluoromethyl)-13,19-dioxa-3,4,18-triazatricyclo[12.3.1.12,5]nonadeca-1(18),2,4,14,16-pentaen-6-ol